butyl propoxylacetate O(CCC)CC(=O)OCCCC